2-[4-(4-aminophenyl)-piperazin-1-yl]Ethanol NC1=CC=C(C=C1)N1CCN(CC1)CCO